4-(morpholin-4-yl)benzene N1(CCOCC1)C1=CC=CC=C1